Bis(3,4-dipropylphenyl)carbodiimide C(CC)C=1C=C(C=CC1CCC)N=C=NC1=CC(=C(C=C1)CCC)CCC